ClC1=CC=C(C=C1)NC1=NC=NC(=C1)C=1C=NN(C1)CC1=CC=C(C=C1)OC(F)(F)F (p-chlorophenyl)-6-{1-[(p-trifluoromethoxyphenyl)methyl]-1H-pyrazol-4-yl}-4-pyrimidinylamine